ClC1=CC=C(C=C1)CN1CC2(C1)CC(C2)NC(=O)N2[C@@H](CN([C@H](C2)C)C2=NC=C(N=C2)C(F)(F)F)C (2R,5S)-N-{2-[(4-chlorophenyl)methyl]-2-azaspiro[3.3]heptan-6-yl}-2,5-dimethyl-4-[5-(trifluoromethyl)pyrazin-2-yl]piperazine-1-carboxamide